FC1=C(CCOCCC2=C(C(=C(C=C2)C#N)F)F)C=CC(=C1F)C#N 2,3-difluoro-4-cyanophenethyl ether